C(C)(C)(C)OC(=O)N1C[C@@H](N(CC1)C(C1=C(C(=C(C(=C1)F)I)Cl)F)=O)CO (3R)-4-(3-chloro-2,5-difluoro-4-iodo-benzoyl)-3-(hydroxymethyl)piperazine-1-carboxylic acid tert-butyl ester